N[C@@H](C(=O)O)[C@H](C)O (2R,3S)-2-amino-3-hydroxy-butanoic acid